CC=1C(=NC=CC1C(=O)O)C1=NC=CC=C1 methyl-[2,2'-bipyridyl]-4-carboxylic acid